4,6-dihydro-cyclopenta[c]pyrazol-4-ol N=1NC=C2C1CCC2O